C(C=C)OC=1C=NC2=CC(=NC(=C2C1)OC1CCC(CC1)NC(OC(C)(C)C)=O)N1CCOCC1 tert-butyl N-[4-[(3-allyloxy-7-morpholino-1,6-naphthyridin-5-yl)oxy]cyclohexyl]carbamate